O=C1NC(CCC1C1=COC2=C1C=C(C=C2)C#CCNC(C2=NC=C(C=C2)C2=CC=1OCCN(C1C=N2)C2=C1C=C(C(N(C1=CC(=C2)OC)C)=O)C)=O)=O N-(3-(3-(2,6-dioxopiperidin-3-yl)benzofuran-5-yl)prop-2-yn-1-yl)-5-(4-(7-methoxy-1,3-dimethyl-2-oxo-1,2-dihydroquinolin-5-yl)-3,4-dihydro-2H-pyrido[4,3-b][1,4]oxazin-7-yl)picolinamide